methyl (Z)-2-(5-cyclohexyl-2-methoxy-phenoxy)-3-methoxy-prop-2-enoate C1(CCCCC1)C=1C=CC(=C(O\C(\C(=O)OC)=C/OC)C1)OC